OC1=CC=C(C=C1)C(C1=CC=CC=C1)(C1=CC=C(C=C1)O)C1=CC=C(C=C1)O tris-(4-hydroxyphenyl)phenyl-methane